ClC=1C=C(C=CC1Cl)NC(OC1=C(C=C(C=C1)[N+](=O)[O-])NC(=O)NC1=CC(=C(C=C1)Cl)Cl)=O 2-[3-(3,4-dichlorophenyl)ureido]-4-nitrophenyl (3,4-dichlorophenyl)carbamate